ClC=1C(=NC=CC1)O[C@@H]1CN(CC1)C1=C(C=C(C=C1)OC1=CC=CC=C1)CO (S)-(2-(3-(3-chloropyridin-2-yloxy)pyrrolidin-1-yl)-5-phenoxyphenyl)methanol